31,42-Dibenzyl 1-(perfluorophenyl) (S)-28,33-dioxo-32-undecyl-3,6,9,12,15,18,21,24-octaoxa-27,32-diazadotetracontane-1,31,42-tricarboxylate O=C(NCCOCCOCCOCCOCCOCCOCCOCCOCCC(=O)OC1=C(C(=C(C(=C1F)F)F)F)F)CC[C@H](N(C(CCCCCCCCCC(=O)OCC1=CC=CC=C1)=O)CCCCCCCCCCC)C(=O)OCC1=CC=CC=C1